3,5-difluoro-4'-(3-propylcyclopentyl)-1,1'-biphenyl FC=1C=C(C=C(C1)F)C1=CC=C(C=C1)C1CC(CC1)CCC